N1-allyl-N1-(1-(3-chloro-2-fluorophenyl)ethyl)ethane-1,2-diamine hydrochloride Cl.C(C=C)N(CCN)C(C)C1=C(C(=CC=C1)Cl)F